C1OC2(CC3=CC=CC=C13)OCC1=CC=CC=C12 3H-spiro[isobenzofuran-1,3'-isochroman]